C12(CC3CC(CC(C1)C3)C2)CN2N=CC(=C2C)C2=C(C3=C(N=C2)N(C=C3)C=3C=NC(=C(C3)F)NC3=NC=CC=C3)C(=O)O 5-(1-(adamantan-1-ylmethyl)-5-methyl-1H-pyrazol-4-yl)-1-(5-fluoro-6-(pyridin-2-ylamino)pyridin-3-yl)-1H-pyrrolo[2,3-b]pyridine-4-carboxylic acid